{5-[(3S,4S)-4-amino-3-methyl-2-oxa-8-azaspiro[4.5]dec-8-yl]-7-methylimidazo[1,2-c]pyrimidin-8-yl}-2,3-dichlorophenol N[C@@H]1[C@@H](OCC12CCN(CC2)C2=NC(=C(C=1N2C=CN1)C1=C(C(=C(C=C1)O)Cl)Cl)C)C